N1(CCC1)CCC=1C(=CC(N(C1)C(C(=O)N[C@@H](CC(=O)O)C=1C(=C(C=C(C1F)C)C1=C(C(=C(C=C1C)C)F)C)F)CC(C)C)=O)C(F)(F)F (3S)-3-(2-(5-(2-(azetidin-1-yl)ethyl)-2-oxo-4-(trifluoromethyl)pyridin-1(2H)-yl)-4-methylpentanamido)-3-(2,3',4-trifluoro-2',4',5,6'-tetramethyl-[1,1'-biphenyl]-3-yl)propanoic acid